FC(OC=1C=NC(=NC1)N[C@@H]1C[C@H](CC1)NC1=CC=C(C=N1)N1CC2=NC=CC=C2C1=O)F 6-(6-(((1S,3S)-3-((5-(difluoromethoxy)pyrimidin-2-yl)amino)cyclopentyl)amino)pyridin-3-yl)-6,7-dihydro-5H-pyrrolo[3,4-b]pyridin-5-one